7-fluoro-5-hydroxy-2,2-dimethyl-4H-benzo[d][1,3]dioxin-4-one FC=1C=C(C2=C(OC(OC2=O)(C)C)C1)O